7-fluoro-5-(piperidin-4-yl)-5H-pyrrolo[2,3-b]pyrazin-3-amine FC1=CN(C2=NC(=CN=C21)N)C2CCNCC2